CC1(OC[C@H](O1)CCC(=O)C1=CC=C(C=C1)C)C |r| (±)-3-(2,2-dimethyl-1,3-dioxolan-4-yl)-1-(p-tolyl)propan-1-one